ClC=1C(=NC(=NC1)NC1=C(C=C(C=C1)N1CCC(CC1)N1CCN(CC1)C)OC)NC1=CC(=CC=C1)I 5-chloro-N4-(3-iodophenyl)-N2-{2-methoxy-4-[4-(4-methylpiperazin-1-yl)piperidin-1-yl]phenyl}pyrimidine-2,4-diamine